C1(=CC=CC=C1)C1=C(C(=C2C=CC=CC2=C1)C=1C(=C(C=C2C=CC=CC12)C1=CC=CC=C1)O)O (S)-3,3'-diphenyl-[1,1'-binaphthyl]-2,2'-diol